2-(5-methoxy-6-methyl-1H-indol-3-yl)-N-methyl-2-oxo-N-propylacetamide COC=1C=C2C(=CNC2=CC1C)C(C(=O)N(CCC)C)=O